[O-]C1=NC2=CC=CC=C2C=C1 oxidoquinolin